Butylbutyl nonanoate C(CCCCCCCC)(=O)OC(CCC)CCCC